C(C)(C)(C)OC(=O)N1C=C(C=2N=C(N=C(C21)C2=CC=NC=C2)N2CCOCC2)Br 7-bromo-2-morpholino-4-(pyridin-4-yl)-5H-pyrrolo[3,2-d]pyrimidine-5-carboxylic acid tert-butyl ester